ethyl-2-[4,10-bis(2-tert-butoxy-2-oxoethyl)-7-{1-ethoxy-3-[4-(2-ethoxyethoxy)phenyl]-1-oxopropan-2-yl}-1,4,7,10-tetraazacyclododecan-1-yl]butanoate C(C)OC(C(CC)N1CCN(CCN(CCN(CC1)CC(OC(C)(C)C)=O)C(C(=O)OCC)CC1=CC=C(C=C1)OCCOCC)CC(=O)OC(C)(C)C)=O